6-[(1-allyl-cyclohexyl)amino]-3-nitro-5-(trifluoromethyl)pyridine-2-carboxylic acid C(C=C)C1(CCCCC1)NC1=C(C=C(C(=N1)C(=O)O)[N+](=O)[O-])C(F)(F)F